CC12CC(CCC2=CCCC1C)C(=C)C 4a,5-dimethyl-3-prop-1-en-2-yl-2,3,4,5,6,7-hexahydro-1H-naphthalene